2-chloro-7,8-dihydroquinolin ClC1=NC=2CCC=CC2C=C1